4-chloro-2-((methylthio)methyl)pyridine 3-Butylheptyl-8-((3-((tert-butoxycarbonyl)amino)propyl)(8-(heptadecan-9-yloxy)-8-oxooctyl)amino)octanoate C(CCC)C(CCOC(CCCCCCCN(CCCCCCCC(=O)OC(CCCCCCCC)CCCCCCCC)CCCNC(=O)OC(C)(C)C)=O)CCCC.ClC1=CC(=NC=C1)CSC